ClC1=CC=C(C=C1)C=1N=C2N(C=CC=C2)C1CN1CC2C(C1)CN(C2)C(=O)C2=C(C=CC(=C2)F)C [5-{[2-(4-Chlorophenyl)imidazo[1,2-a]pyridin-3-yl]methyl}hexahydropyrrolo[3,4-c]pyrrol-2(1H)-yl](5-fluoro-2-methylphenyl)methanone